C1CC12CN(CC2)CC(=O)NC=2C=C(C(=NC2)C)NC(=O)C=2C=NN1C2SC(=C1)Br N-(5-(2-(5-azaspiro[2.4]heptan-5-yl)acetamido)-2-methylpyridin-3-yl)-2-bromopyrazolo[5,1-b]thiazole-7-carboxamide